4-(4-((1R,5R)-2,6-diazabicyclo[3.2.0]heptan-6-yl)-3-chloro-8-fluoro-1,6-naphthyridin-7-yl)-5-ethynylnaphthalen-2-ol [C@@H]12NCC[C@H]2N(C1)C1=C(C=NC2=C(C(=NC=C12)C1=CC(=CC2=CC=CC(=C12)C#C)O)F)Cl